C1(CCC1)CNC 1-cyclobutyl-N-methylmethylamine